1-(allyloxy)-3-butoxypropan-2-ol C(C=C)OCC(COCCCC)O